3-(tert-butyl)cyclobutan-1-amine C(C)(C)(C)C1CC(C1)N